diphosphazene monoxide P(=NP)=O